ClC=1C=C2C3=C(NC2=C(C1)C=1C=NC(=CC1)C)C(=NC=C3)C 6-Chloro-1-methyl-8-(6-methyl-pyridin-3-yl)-9H-pyrido[3,4-b]indole